(R)-3-[N-(t-butoxycarbonyl)amino]-4-(2,4,5-trifluorophenyl)butanoic acid C(C)(C)(C)OC(=O)N[C@@H](CC(=O)O)CC1=C(C=C(C(=C1)F)F)F